[Si](C1=CC=CC=C1)(C1=CC=CC=C1)(C(C)(C)C)OC1CC(C1)CCC=O 3-((1r,3s)-3-((tert-butyldiphenylsilyl)oxy)cyclobutyl)propanal